C(C)(=O)C1=CC=C2C3(CC=4C(=NOC4C2=C1)C=1C(=C(C=CC1)S(=O)(=O)N)OC)CC3 (8'-acetyl-4'H-spiro[cyclopropane-1,5'-naphtho[2,1-d]isoxazol]-3'-yl)-2-methoxybenzenesulfonamide